FCCCCCCCC(CCCCCCCC)C(C(=O)OC=1C=C2C(=NC=NC2=CC1OCC(C=C)O)NC1=C(C(=CC=C1)Br)F)CCCCCCBr (±)-4-(3-Bromo-2-fluoroanilino)-7-[(2-hydroxybut-3-en-1-yl)oxy]quinazolin-6-ol 1-(7-fluoroheptyl)nonyl-8-bromooctanoate